(S)-[5'-(3,5-difluorophenyl)-3'-oxo-6',7'-dihydro-1H,3'H,5'H-spiro[piperidine-4,2'-pyrrolo[1,2-a]imidazol]-1-yl]pyrimidine-4-carbonitrile FC=1C=C(C=C(C1)F)[C@@H]1CCC=2N1C(C1(N2)CCN(CC1)C1=NC=CC(=N1)C#N)=O